ClC=1C(=CC(=C(C1)S(=O)(=O)NC=1SC=CN1)F)NC[C@]1(NC[C@H](C1)O)CCC1=CC=CC=C1 5-chloro-2-fluoro-4-((((2S,4S)-4-hydroxy-2-phenethylpyrrolidin-2-yl)methyl)amino)-N-(thiazol-2-yl)benzenesulfonamide